(R)-2-(3-(1-(4-methyl-4H-1,2,4-triazol-3-yl)propan-2-yl)phenyl)-6-(1H-pyrazol-5-yl)-4-(trifluoromethyl)isoindolin-1-one CN1C(=NN=C1)C[C@@H](C)C=1C=C(C=CC1)N1C(C2=CC(=CC(=C2C1)C(F)(F)F)C1=CC=NN1)=O